1-(3-((6-amino-5-chloropyridin-3-yl)ethynyl)-4-methylphenyl)-3-(4-((4-methylpiperazin-1-yl)methyl)-3-(trifluoromethyl)phenyl)urea NC1=C(C=C(C=N1)C#CC=1C=C(C=CC1C)NC(=O)NC1=CC(=C(C=C1)CN1CCN(CC1)C)C(F)(F)F)Cl